5-bromo-2,3-difluoro-pyridine BrC=1C=C(C(=NC1)F)F